BrC1=CC=CC(=N1)C(C)(CCC=C)O 2-(6-bromopyridin-2-yl)hex-5-en-2-ol